[4-(hydroxymethyl)pyridin-2-yl]methylcarbamic acid tert-butyl ester C(C)(C)(C)OC(NCC1=NC=CC(=C1)CO)=O